NC=1C2=C(N=CN1)N(C=C2C=2C(=C(C=CC2)NS(=O)(=O)C2=CC(=C(C(=C2)F)F)F)F)C N-[3-(4-amino-7-methyl-7H-pyrrolo[2,3-d]pyrimidin-5-yl)-2-fluoro-phenyl]-3,4,5-trifluoro-benzenesulfonamide